C(=O)O.NCCCCS(=O)(=O)CCCNC1=C2C(N(C(C2=CC=C1)=O)C1C(NC(CC1)=O)=O)=O 4-[[3-(4-aminobutylsulfonyl)propyl]amino]-2-(2,6-dioxopiperidin-3-yl)isoindole-1,3-dione formate